ClC=1C(=CC(=NC1)N1CC2CCC(C1)N2C)N 5-chloro-2-(8-methyl-3,8-diazabicyclo[3.2.1]octan-3-yl)pyridin-4-amine